C(C)C=1C=C(C=C(C1C1(C(C(=C(C2=CC=CC=C12)N)\N=N\[H])O)S(=O)(=O)O)CC)C1=CC(=C(C(=C1)CC)C1(C(C(=C(C2=CC=CC=C12)N)\N=N\[H])O)S(=O)(=O)O)CC 1,1'-(3,3',5,5'-tetraethyl[1,1'-biphenyl]-4,4'-diyl)bis{4-amino-2-hydroxy-3-[(E)-diazenyl]naphthalene-1-sulfonic acid}